CS(=O)(=O)NC(C)C methyl-N-isopropyl-sulfonamide